OC(C)C1=C(C=C(C2=C1N(C=N2)C)C2=CC=C(C=C2)OC(F)(F)F)CC(C(=O)N)=C ((7-(1-hydroxyethyl)-1-methyl-4-(4-(trifluoromethoxy)phenyl)-1H-benzo[d]imidazol-6-yl)methyl)acrylamide